(R)-5-(2,6-difluorophenyl)-2-(3-fluorobicyclo[1.1.1]pentan-1-yl)-2,5,6,7-tetrahydro-3H-pyrrolo[2,1-c][1,2,4]triazol-3-one FC1=C(C(=CC=C1)F)[C@H]1CCC2=NN(C(N21)=O)C21CC(C2)(C1)F